N-(4-(4-(6-methyl-2-(pyrrolidin-1-yl)pyrimidin-4-yl)-1H-pyrazol-1-yl)-3-(6-azaspiro[2.5]octan-6-yl)phenyl)-2-hydroxyethane-1-sulfonamide CC1=CC(=NC(=N1)N1CCCC1)C=1C=NN(C1)C1=C(C=C(C=C1)NS(=O)(=O)CCO)N1CCC2(CC2)CC1